NC1=C(C=C2C(=N1)C=C(N2)CN2C(C1=CC(=CC=C1[C@@]21C(N(CC1)CC#CC=1C=NN(C1)C)=O)F)=O)F (S)-2-((5-Amino-6-fluoro-1H-pyrrolo[3,2-b]pyridin-2-yl)methyl)-5-fluoro-1'-(3-(1-methyl-1H-pyrazol-4-yl)prop-2-yn-1-yl)spiro[isoindoline-1,3'-pyrrolidine]-2',3-dione